ClC1=C(OC2=NC=C(C(=C2)SCC2=CC=C(C=C2)OC)OC)C(=CC(=C1)[N+](=O)[O-])Cl 2-(2,6-dichloro-4-nitro-phenoxy)-5-methoxy-4-[(4-methoxyphenyl)methylsulfanyl]Pyridine